3-(4-Cyano-2-pyridyl)-N-[(4-methoxyphenyl)methyl]-N-methyl-4-[[5-(trifluoromethyl)-2-pyridyl]amino]benzenesulfonamide C(#N)C1=CC(=NC=C1)C=1C=C(C=CC1NC1=NC=C(C=C1)C(F)(F)F)S(=O)(=O)N(C)CC1=CC=C(C=C1)OC